COCC1=NC2=CC(=CC(=C2N=C1)C=1SC2=C(N1)C(=C(C(=C2)OCC(C)O)C)C)C 1-((2-(2-(methoxymethyl)-7-methylquinoxalin-5-yl)-4,5-dimethylbenzo[d]Thiazol-6-yl)oxy)propan-2-ol